CN1CCN(CC1)C1=CC=C(C=C1)C=1C2=C(NN1)CN(C2)C#N 3-(4-(4-methylpiperazin-1-yl)phenyl)-4,6-dihydropyrrolo[3,4-c]pyrazole-5(1H)-carbonitrile